4-(4-fluoro-5-hydroxy-isoindolin-2-yl)-4-oxo-butanoic acid ethyl ester C(C)OC(CCC(=O)N1CC2=CC=C(C(=C2C1)F)O)=O